5-amino-2,3-dihydrobenzofuran-7-carboxylic acid NC=1C=C(C2=C(CCO2)C1)C(=O)O